(S)-6-((1-((1-(2-Aminopropanamido)-2-methylpropan-2-yl)sulfonyl)cyclopropyl)methyl)-N-(4-cyanobenzyl)-1-methyl-7-oxo-4,5,6,7-tetrahydro-1H-pyrazolo[3,4-c]pyridine-3-carboxamide N[C@H](C(=O)NCC(C)(C)S(=O)(=O)C1(CC1)CN1C(C2=C(CC1)C(=NN2C)C(=O)NCC2=CC=C(C=C2)C#N)=O)C